8-chloro-6-(((S)-(1-cyclopropyl-1H-1,2,3-triazol-4-yl)(2-fluoropyridin-3-yl)methyl-d)amino)-4-(((R)-1-phenylpropyl)amino)quinoline-3-carbonitrile ClC=1C=C(C=C2C(=C(C=NC12)C#N)N[C@H](CC)C1=CC=CC=C1)N[C@@]([2H])(C=1C(=NC=CC1)F)C=1N=NN(C1)C1CC1